[Cr].[Au].[In].[Au].[Cr].C(\C(=C(\C=1C(=C(OC)C(O)=CC1)[2H])/[2H])\[2H])(=O)O ferulic acid-d3 chromium-gold-indium-gold-chromium